C(CCCCCCC\C=C/C\C=C/CCCCC)(=O)OCCCCCCCCCCCCCCCCCCC(C)C 19-methylarachidyl linoleate